isooctanic acid C(CCCCC(C)C)(=O)O